N-ethyl-2-(6-oxo-3-[3-[3-(trifluoromethyl)phenyl]-1,2,4-oxadiazol-5-yl]pyridazin-1-yl)acetamide C(C)NC(CN1N=C(C=CC1=O)C1=NC(=NO1)C1=CC(=CC=C1)C(F)(F)F)=O